CC1=CC(=NC=C1)NC1=NC=C(C=N1)C(=O)N [(4-methylpyridin-2-yl)amino]pyrimidine-5-carboxamide